C(=O)[C@H]1C[C@H]2[C@H](C(OC3=CC(=CC(=C23)O)C(C(=O)OCCCC)(C)C)(C)C)CC1 Butyl 2-((6aR,9R,10aS)-9-formyl-1-hydroxy-6,6-dimethyl-6a,7,8,9,10,10a-hexahydro-6H-benzo[c]chromen-3-yl)-2-methylpropanoate